[O-]S(=O)(=O)C(F)(F)F.COC1=CC=C(C=C1)[IH+] (4'-methoxyphenyl)iodonium triflate